2-[(5,6,7,8-tetrahydronaphthalen-1-yloxy)methyl]oxirane C1(=CC=CC=2CCCCC12)OCC1OC1